9,9'-(4,6-bis(2,6-diphenylpyrimidin-4-yl)-5-(6-phenyl-2-(6-phenylpyridin-2-yl)-9H-carbazol-9-yl)-1,3-phenylene)bis(9H-carbazole) C1(=CC=CC=C1)C1=NC(=CC(=N1)C1=C(C=C(C(=C1N1C2=CC=C(C=C2C=2C=CC(=CC12)C1=NC(=CC=C1)C1=CC=CC=C1)C1=CC=CC=C1)C1=NC(=NC(=C1)C1=CC=CC=C1)C1=CC=CC=C1)N1C2=CC=CC=C2C=2C=CC=CC12)N1C2=CC=CC=C2C=2C=CC=CC12)C1=CC=CC=C1